2-(4-(2-((3-(Bis((9Z,12Z)-2-hydroxyoctadeca-9,12-dien-1-yl)amino)propyl)disulfaneyl)ethyl)piperazin-1-yl)ethyl 4-(bis((9Z,12Z,15Z)-2-hydroxyoctadeca-9,12,15-trien-1-yl)amino)butanoate OC(CN(CCCC(=O)OCCN1CCN(CC1)CCSSCCCN(CC(CCCCCC\C=C/C\C=C/CCCCC)O)CC(CCCCCC\C=C/C\C=C/CCCCC)O)CC(CCCCCC\C=C/C\C=C/C\C=C/CC)O)CCCCCC\C=C/C\C=C/C\C=C/CC